ClC1=C(C=CC=C1F)C1CCN(CC1)C(=O)C1=NNC2=C1CN(CC2)C2COC2 (4-(2-Chloro-3-fluorophenyl)Piperidin-1-yl)(5-(oxetan-3-yl)-4,5,6,7-tetrahydro-1H-pyrazolo[4,3-c]pyridin-3-yl)methanone